COC1=CC=C(CNC=2C=CC(=NC2)C#N)C=C1 5-((4-methoxybenzyl)amino)pyridinecarbonitrile